(1-(6-fluoro-1-oxo-1,2-dihydroisoquinolin-4-yl)ethyl)urea FC=1C=C2C(=CNC(C2=CC1)=O)C(C)NC(=O)N